CN(C1=NC=C(C(=O)N2C(C(NC3=CC=CC=C23)=O)CCC)C=C1)CCC(F)(F)F 4-(6-(methyl(3,3,3-trifluoropropyl)amino)nicotinoyl)-3-propyl-3,4-dihydroquinoxalin-2(1H)-one